C(C=C)(=O)OC(C1=CC=CC=C1)F Fluorobenzyl acrylate